COC=1C=C(C=CC1OCC1=CC(=CC=C1)C)/C=C/C(=O)N1CCN(CC1)C(C1=CC=C(C=C1)OC)=O (E)-3-(3-methoxy-4-(3-methylbenzyloxy)phenyl)-1-(4-(4-methoxybenzoyl)piperazin-1-yl)prop-2-en-1-one